N=1N=C(NC1)C(=O)N1C[C@H](CC1)C(=O)N1CCN(CC1)C1=CC=NC2=CC(=CC=C12)F (S)-(1-(4H-1,2,4-triazole-3-carbonyl)pyrrolidin-3-yl)(4-(7-fluoroquinolin-4-yl)piperazin-1-yl)methanone